C(C)(C)(C)OC(C[C@H]1C=2N(C3=C(C(=N1)C1=CC=C(C=C1)C#CCNC(=N)N)C(=C(S3)C)C)C(=NN2)C)=O.C(C)(C)N2CCCCC2 1-isopropyl-piperidine tert-butyl-(S)-2-(4-(4-(3-guanidinoprop-1-yn-1-yl)phenyl)-2,3,9-trimethyl-6H-thieno[3,2-f][1,2,4]triazolo[4,3-a][1,4]diazepin-6-yl)acetate